(4-(4-propenoylpiperazin-1-yl)phenyl)-4,5,6,7-tetrahydro-[3,6'-bipyrazolo[1,5-a]pyridine]-3'-carbonitrile C(C=C)(=O)N1CCN(CC1)C1=CC=C(C=C1)C1=NN2C(CCCC2)=C1C=1C=CC=2N(C1)N=CC2C#N